3-(3,5-dicyclohexyl-4-hydroxyphenyl)propionic acid C1(CCCCC1)C=1C=C(C=C(C1O)C1CCCCC1)CCC(=O)O